(p-tolyl)benzo[d]oxazol-2-thiol C1(=CC=C(C=C1)C1=CC=CC2=C1N=C(O2)S)C